1-(2-azidoethyl)indoline N(=[N+]=[N-])CCN1CCC2=CC=CC=C12